N=1C=C(N2N=CC=CC21)NC(=O)C2=CC1=CN(N=C1C=C2OC)C2CCC(CC2)C(=O)O (1r,4r)-4-(5-(Imidazo[1,2-b]pyridazin-3-ylcarbamoyl)-6-methoxy-2H-indazol-2-yl)cyclohexane-1-carboxylic acid